5-Cyclopropyl-1-(3-(trifluoromethyl)phenyl)-1H-pyrazol C1(CC1)C1=CC=NN1C1=CC(=CC=C1)C(F)(F)F